6-(azetidin-1-yl)-1H-pyrazolo[3,4-b]pyridin-3-amine N1(CCC1)C1=CC=C2C(=N1)NN=C2N